CN1[C@H]2CN([C@@H](C1)C2)CC=2C=CC1=C(C(=NO1)N1C(NC(CC1)=O)=O)C2 1-(5-(((1R,4R)-5-methyl-2,5-diazabicyclo[2.2.1]heptan-2-yl)methyl)benzo[d]isoxazol-3-yl)dihydropyrimidine-2,4(1H,3H)-dione